5-(((1S,4R)-4-(dimethylamino)-2,2-dimethylcyclohexyl)amino)furo[2,3-c]pyridine-2-carbonitrile CN([C@H]1CC([C@H](CC1)NC=1C=C2C(=CN1)OC(=C2)C#N)(C)C)C